5-chloro-2-fluoro-4-(3-methyl-1-phenylbutylamino)-N-(thiazol-2-yl)benzenesulfonamide ClC=1C(=CC(=C(C1)S(=O)(=O)NC=1SC=CN1)F)NC(CC(C)C)C1=CC=CC=C1